CC(CC(/C=C/C1C(=CCCC1(C)C)C)=O)C (E)-5-methyl-1-(2,6,6-trimethyl-1-cyclohex-2-enyl)hex-1-en-3-one